(S)-(3-(4-(2,6-diaminopyrimidin-4-yl)piperazin-2-yl)-4-(trifluoromethyl)phenyl)(4,4-difluoropiperidin-1-yl)methanone NC1=NC(=CC(=N1)N1C[C@@H](NCC1)C=1C=C(C=CC1C(F)(F)F)C(=O)N1CCC(CC1)(F)F)N